Cl.CN1N=CC(=C1C1CCNCC1)C 4-(1,4-dimethyl-1H-pyrazol-5-yl)piperidine hydrochloride